tert-butyl neodecanate C(CCCCCC(C)(C)C)(=O)OC(C)(C)C